ClC=1C=C(C=CC1F)NC1=NC=NC2=CC(=C(C=C12)O[C@@H]1CC[C@H](CC1)NC(=O)N1CCOCC1)OC 4-[(3-chloro-4-fluoro-phenyl)amino]-6-{trans-4-[(morpholin-4-yl)carbonylamino]-cyclohex-1-yloxy}-7-methoxy-quinazoline